[benzyl(benzyloxycarbonyl)amino methyl]tetrahydropyran-2-yl[oxy-2,6-bis(benzyloxycarbonyl-amino)cyclohexyl]acetate C(C1=CC=CC=C1)C(NC(=O)OCC1=CC=CC=C1)OC(CC1(C(CCCC1NC(=O)OCC1=CC=CC=C1)NC(=O)OCC1=CC=CC=C1)OC1OCCCC1)=O